C(C)(=O)NC=1N=C2N(N=C(C=C2)C=2C=C(C(=NC2)OC)C(=O)NC(C)C2=CC(=CC=C2)OC(F)(F)F)C1 5-{2-acetamidoimidazo[1,2-b]pyridazin-6-yl}-2-methoxy-N-{1-[3-(trifluoromethoxy)phenyl]ethyl}pyridine-3-carboxamide